ClC=1C=NC(=NC1)N1CCC(CC1)CCCOC1=CC(=C(C=C1)CC(=O)N1CC2N(C(C1)C2)C(CCCCS(=O)(=O)O)=O)F 5-(3-(2-(4-(3-(1-(5-chloropyrimidin-2-yl)piperidin-4-yl)propoxy)-2-fluorophenyl)acetyl)-3,6-diazabicyclo[3.1.1]heptan-6-yl)-5-oxopentane-1-sulfonic acid